tert-butyl (3R,4S)-3-(hydroxymethyl)-4-((8-(4-(trifluoromethyl)phenyl)-1,6-naphthyridin-5-yl)amino)pyrrolidine-1-carboxylate OC[C@@H]1CN(C[C@H]1NC1=C2C=CC=NC2=C(C=N1)C1=CC=C(C=C1)C(F)(F)F)C(=O)OC(C)(C)C